N(C(=N)N)C1=NN=NN1 5-Guanidino-1H-tetrazol